N1=C(C=CC=C1)SSCCC(=O)NCCCCCC(=O)[O-] 6-[3-(2-pyridyldithio)propioamido]hexanoate